4-[7-(hydroxymethyl)furo[3,2-c]pyridin-4-yl]-N-[trans-4-(2-hydroxypropan-2-yl)cyclohexyl]benzamide OCC=1C2=C(C(=NC1)C1=CC=C(C(=O)N[C@@H]3CC[C@H](CC3)C(C)(C)O)C=C1)C=CO2